C1(=C(C=CC=C1)N(C1=CC=CC=2C3(C4=CC=CC=C4C12)C1=CC=CC=C1C=1C=CC=CC13)C1=CC=3C(C2=CC=CC=C2C3C=C1)(C)C)C1=CC=CC=C1 N-(1,1'-biphenyl-2-yl)-N-(9,9-dimethyl-9H-fluorene-2-yl)-9,9'-spirobi[9H-fluoren]-4-amine